(S)-2-(chloromethyl)-1-(oxetan-2-ylmethyl)-1H-benzo[d]imidazole-6-carboxylate ClCC1=NC2=C(N1C[C@H]1OCC1)C=C(C=C2)C(=O)[O-]